(2R,3S)-ethyl 2,3-dihydroxy-3-(4-methoxy-2-nitrophenyl)propanoate O[C@@H](C(=O)OCC)[C@H](C1=C(C=C(C=C1)OC)[N+](=O)[O-])O